(-)-(S)-(5-amino-5-(1-(2-((2-fluorobenzyl)amino)-2-oxoethyl)-1H-tetrazol-5-yl)pentyl)boronic acid hydrochloride Cl.N[C@@H](CCCCB(O)O)C1=NN=NN1CC(=O)NCC1=C(C=CC=C1)F